(S)-6-((benzo[d]thiazol-7-yl(1-cyclopropyl-1H-1,2,3-triazol-4-yl)methyl)amino)-8-chloro-4-(neopentylamino)quinoline-3-carbonitrile S1C=NC2=C1C(=CC=C2)[C@@H](C=2N=NN(C2)C2CC2)NC=2C=C1C(=C(C=NC1=C(C2)Cl)C#N)NCC(C)(C)C